C(#N)CC(=O)N1C[C@@H]2C[C@@H]([C@H](C1)C2)OC2=CC=NC1=CC(=C(C=C21)OC(C)C)C(=O)N 4-{[(1s,5s,6s)-3-(cyanoacetyl)-3-azabicyclo[3.2.1]oct-6-yl]oxy}-6-(prop-2-yloxy)quinoline-7-carboxamide